tert-butyl ((2-(3-((2S,4S)-4-methyl-2-(4-methyl-4H-1,2,4-triazol-3-yl)oxetan-2-yl)phenyl)-3-oxo-7-(trifluoromethyl)isoindolin-5-yl)methyl)(1-methylcyclobutyl)-carbamate C[C@H]1C[C@@](O1)(C1=NN=CN1C)C=1C=C(C=CC1)N1CC2=C(C=C(C=C2C1=O)CN(C(OC(C)(C)C)=O)C1(CCC1)C)C(F)(F)F